tert-butyl salicylate C(C=1C(O)=CC=CC1)(=O)OC(C)(C)C